2-hydroxy-6-methylbenzoic acid ethyl ester C(C)OC(C1=C(C=CC=C1C)O)=O